N-((1,2,3,5,6,7-Hexahydro-s-indacen-4-yl)carbamoyl)-2-methoxypyrimidine-5-sulfonamide, Potassium Salt [K].C1CCC2=C(C=3CCCC3C=C12)NC(=O)NS(=O)(=O)C=1C=NC(=NC1)OC